(R)-1-((1s,4s)-4-(2-methylpyridin-4-yl)cyclohexyl)ethan-1-amine CC1=NC=CC(=C1)C1CCC(CC1)[C@@H](C)N